S(=O)(=O)(ON1[C@@H]2CC[C@H](N(C1=O)C2)C(NC(CCCON/C(=N/C(OC(C)(C)C)=O)/NC(=O)OC(C)(C)C)=O)=N)[O-].[Na+] Sodium (2S,5R)-2-(N-((E)-6-((tert-butoxycarbonyl)amino)-2,2-dimethyl-4-oxo-3,8-dioxa-5,7-diazadodec-5-en-12-oyl)carbamimidoyl)-7-oxo-1,6-diazabicyclo[3.2.1]octan-6-yl Sulfate